ClC1=CC=C2CCC=3C(=NOC3C2=C1)C=1C(=C(C(=CC1)OC)S(=O)(=O)N)OC (8-chloro-4,5-dihydronaphtho[2,1-d]isoxazol-3-yl)-2,6-dimethoxybenzenesulfonamide